FC1=C(C=CC(=C1)F)NNC(CC[C@H](N)C(=O)O)=O N5-((2,4-difluorophenyl)amino)-L-glutamine